BrC=1C=C(C(=C(C=NC=2C=C(C(=O)O)C=CC2)C1)O)OC(C1=CC=C(C=C1)C)=O 3-(5-bromo-2-hydroxy-3-(4-methylbenzoyl-oxy)benzylideneamino)-benzoic acid